(2R,4R)-1-[(3-chloro-2-fluoro-phenyl)methyl]-4-[[3-fluoro-6-[(5-methyl-1H-pyrazol-3-yl)amino]-2-pyridyl]methyl]-2-methyl-piperidine-4-carboxylic acid ClC=1C(=C(C=CC1)CN1[C@@H](C[C@@](CC1)(C(=O)O)CC1=NC(=CC=C1F)NC1=NNC(=C1)C)C)F